ClC1=CC(=C(C=C1)N1C(C2=CC=CC=C2C1=O)=O)F 2-(4-chloro-2-fluorophenyl)isoindole-1,3-dione